(1S,3S)-N1-(3-iodo-6,7-dihydrospiro[cyclopenta[d]pyrazolo[1,5-a]pyrimidine-5,1'-cyclopentane]-8-yl)cyclopentane-1,3-diamine IC=1C=NN2C1N=C1C(=C2N[C@@H]2C[C@H](CC2)N)CCC12CCCC2